C(C)(C)(C)OC(N[C@H]1CSC2=C(N(C1=O)CC1=CC=C(C=C1)C1=NOC(=N1)C1CC1)C=C(C=C2)C(=O)NN)=O N-[(3R)-5-[[4-(5-cyclopropyl-1,2,4-oxadiazol-3-yl)phenyl]methyl]-7-(hydrazinocarbonyl)-4-oxo-2,3-dihydro-1,5-benzothiazepine-3-Yl]carbamic acid tert-butyl ester